methyl 4-((2-ethyl-3-oxo-3,4-dihydroquinoxalin-6-yl) methyl)piperazine-1-carboxylate C(C)C1=NC2=CC=C(C=C2NC1=O)CN1CCN(CC1)C(=O)OC